n-prop-2-ynylacetamide C(C#C)CC(=O)N